CN(CCC1=CNC2=CC=C(C=C12)S(=O)C)C N,N-dimethyl-2-(5-(methylsulfinyl)-1H-indol-3-yl)ethan-1-amine